C(C(C)C)SC=1C=2N(C=CC1)C(=NC2)C(C)(C)NC(=O)C2[C@H]1CNC[C@@H]21 (1R,5S,6r)-N-(2-(8-(isobutylsulfanyl)imidazo[1,5-a]pyridin-3-yl)propan-2-yl)-3-azabicyclo[3.1.0]hexane-6-carboxamide